[C-]1(C=CC=C1)S(=O)(=O)O.[CH-]1C=CC=C1.[Fe+2] ferrocenyl-sulfonic acid